C(C)(C)OC(C(CC)C)=O.CC1=NC=2N(C(=C1)OC1=CC=C(N)C=C1)N=CC2 4-((5-methylpyrazolo[1,5-a]pyrimidin-7-yl)oxy)aniline isopropyl-2-methylbutanoate